BrC1=CC(=NC=C1)N[C@@H](C)C1=CC2=C(OC(O2)(F)F)C=C1 4-bromo-N-[(1S)-1-(2,2-difluoro-1,3-benzodioxol-5-yl)ethyl]pyridine-2-amine